(6S,7S)-7-((difluoromethyl)sulfonamido)-6-((2-fluoro-[1,1'-biphenyl]-3-yl)methyl)-N-(2,2,2-trifluoroethyl)-5-azaspiro[2.4]heptane-5-carboxamide FC(S(=O)(=O)N[C@@H]1[C@@H](N(CC12CC2)C(=O)NCC(F)(F)F)CC=2C(=C(C=CC2)C2=CC=CC=C2)F)F